formimidate C([O-])=N